CC(CC=NO)(C)C 3,3-Dimethylbutanal oxime